tert-butyl N-(3-iodo-5-methyl-6,7-dihydro-4H-benzothiophen-5-yl)-N-methyl-carbamate IC1=CSC2=C1CC(CC2)(C)N(C(OC(C)(C)C)=O)C